2-{4-[5-(4-methylphenyl)-1,2,4-triazin-3-yl]piperazin-1-yl}acetamide CC1=CC=C(C=C1)C=1N=C(N=NC1)N1CCN(CC1)CC(=O)N